4-[3-fluoro-5-(2-oxo-1,3-dihydropyrrolo[2,3-b]pyridin-4-yl)phenyl]piperazine FC=1C=C(C=C(C1)C1=C2C(=NC=C1)NC(C2)=O)N2CCNCC2